tert-Butyl 3-{6-[(1S)-1-(benzyloxycarbonylamino)-2,2-dicyclopropylethyl]imidazo[1,2-b][1,2,4]triazin-3-yl}morpholine-4-carboxylate C(C1=CC=CC=C1)OC(=O)N[C@@H](C(C1CC1)C1CC1)C=1N=C2N(N=CC(=N2)C2N(CCOC2)C(=O)OC(C)(C)C)C1